ClC1=CC(=C(C(=C1)C)S(=O)(=O)Cl)F 4-chloro-2-fluoro-6-methylbenzenesulfonyl chloride